C(C=1C(C(=O)[O-])=CC=CC1)(=O)OCCOC(C(=C)C)=O mono(methacryloyloxyethyl) phthalate